C(C)(=O)C1=C2C=C(NC(C2=CC(=C1)C)=O)C1=CC=C(C=C1)F 5-acetyl-3-(4-fluorophenyl)-7-methylisoquinolin-1(2H)-one